ClC=1C(=C(C(=O)OC[C@H]([C@@H]2[C@@H]([C@@H]3[C@@H](OC(O3)(C)C)O2)O)O)C(=CC1)Cl)OC (R)-2-hydroxy-2-((3aR,5R,6S,6aR)-6-hydroxy-2,2-dimethyltetrahydrofuro[2,3-d][1,3]dioxol-5-yl)ethyl 3,6-dichloro-2-methoxybenzoate